C(C1=CC=CC=C1)OC(=O)N1CCC(=CC1)C1=C2N(N=C1C)CCC2.C(C=C)(=O)OCCC[Si](O[Si](CC[Si](O[Si](C)(C)C)(O[Si](C)(C)C)O[Si](C)(C)C)(C)C)(O[Si](CC[Si](O[Si](C)(C)C)(O[Si](C)(C)C)O[Si](C)(C)C)(C)C)O[Si](C)(C)CC[Si](O[Si](C)(C)C)(O[Si](C)(C)C)O[Si](C)(C)C acryloxypropyltris((tristrimethylsiloxysilyl)ethyldimethylsiloxy)silane benzyl-4-(2-methyl-5,6-dihydro-4H-pyrrolo[1,2-b]pyrazol-3-yl)-3,6-dihydropyridine-1(2H)-carboxylate